4-bromo-3-methoxyaniline BrC1=C(C=C(N)C=C1)OC